3-[3-[5-acetyl-6-(3-cyano-5-methyl-pyrazol-1-yl)-2-pyridinyl]-6-[(6-methylpyridazin-3-yl)amino]benzimidazol-5-yl]oxypyrrolidine-1-carboxylic acid tert-butyl ester C(C)(C)(C)OC(=O)N1CC(CC1)OC1=CC2=C(N=CN2C2=NC(=C(C=C2)C(C)=O)N2N=C(C=C2C)C#N)C=C1NC=1N=NC(=CC1)C